N1=C(C=NC2=CC=CC=C12)C=1C=NN(C1)C1CC(C1)CO (3-(4-(quinoxalin-2-yl)-1H-pyrazol-1-yl)cyclobutyl)methanol